CC=1N=CC(=NC1C)N[C@@H]1C[C@H](CC1)NC1=CC=C(C=N1)N1C(C=CC(=C1)C(=O)O)=O 6'-(((1S,3S)-3-((5,6-Dimethylpyrazin-2-yl)amino)cyclopentyl)amino)-2-oxo-2H-[1,3'-bipyridine]-5-carboxylic acid